N[C@@H]1[C@H](CN(CC1)C(=O)C1=CC=C2N=CC(=NC2=C1)C=1C=C2C=CN(C(C2=CC1)=O)C)O 6-(7-(((3S,4S)-4-amino-3-hydroxy-1-piperidinyl)carbonyl)-2-quinoxalinyl)-2-methyl-1(2H)-isoquinolinone